ClC1=CCNC=C1 4-chloro-1H-pyridine